tert-butyl-(R)-2-((4-fluoro-3-(methoxycarbonyl)-5-(5-methylthiazol-2-yl)phenoxy)methyl)morpholine-4-carboxylic acid tert-butyl ester C(C)(C)(C)OC(=O)N1[C@@H](C(OCC1)COC1=CC(=C(C(=C1)C=1SC(=CN1)C)F)C(=O)OC)C(C)(C)C